2-(tert-Butyl)-4-(4-methoxyphenyl)-5-(propan-2-ylidene)-5H-benzo[d][1,3]diazepine C(C)(C)(C)C=1N=C(C(C2=C(N1)C=CC=C2)=C(C)C)C2=CC=C(C=C2)OC